(6-amino-2-((2-hydroxyphenyl)amino)pyrimidin-4-yl)(indolin-1-yl)methanone NC1=CC(=NC(=N1)NC1=C(C=CC=C1)O)C(=O)N1CCC2=CC=CC=C12